ClC=1C(=C(C=CC1)NC(=O)C1=CC(=CC=2NC(=NC21)N(C)C)NC(=O)C2=C(C=CC=C2Cl)Cl)C N-(3-chloro-2-methylphenyl)-6-{[(2,6-dichlorophenyl)carbonyl]amino}-2-(dimethylamino)-1H-benzimidazole-4-carboxamide